tert-butyl (R)-4-(4-bromo-2,3-difluorophenyl)-3,3-difluoro-[1,4'-bipiperidine]-1'-carboxylate BrC1=C(C(=C(C=C1)[C@@H]1C(CN(CC1)C1CCN(CC1)C(=O)OC(C)(C)C)(F)F)F)F